C(C)(C)C1=CC=C(C=C1)CC(C)(C)O (4-isopropylphenyl)2-hydroxy-2-methylpropane